FC=1C=C(OC2CN(C2)C2=C(C=NN2C)C(=O)NC2=CN=NC=C2)C=C(C1)C(F)(F)F 5-(3-(3-fluoro-5-(trifluoromethyl)phenoxy)azetidin-1-yl)-1-methyl-N-(pyridazin-4-yl)-1H-pyrazole-4-carboxamide